1-((2R,5S)-5-(hydroxymethyl)-2,5-dihydrofuran-2-yl)-5-(methyl-d3)pyrimidine-2,4(1H,3H)-dione OC[C@@H]1C=C[C@@H](O1)N1C(NC(C(=C1)C([2H])([2H])[2H])=O)=O